5-(1-((S)-1-benzylpyrrolidin-2-yl)propoxy)isobenzofuran-1(3H)-one C(C1=CC=CC=C1)N1[C@@H](CCC1)C(CC)OC=1C=C2COC(C2=CC1)=O